trans-4-(3-{3-[(S)-(1,3-Dimethyl-azetidin-3-yl)-hydroxy-(4-isopropyl-phenyl)-methyl]-phenyl}-[1,2,4]oxadiazol-5-yl)-cyclohexanol CN1CC(C1)(C)[C@@](C=1C=C(C=CC1)C1=NOC(=N1)[C@@H]1CC[C@H](CC1)O)(C1=CC=C(C=C1)C(C)C)O